4-hexoxymethoxy-1-methylbutyl-lithium C(CCCCC)OCOCCCC(C)[Li]